4-(4-{[2-(3,4-dimethoxyphenyl)-1,3-thiazol-4-yl]methyl}piperazin-1-yl)-N,N-dimethyl-6-(trifluoromethyl)pyrimidin-2-amine COC=1C=C(C=CC1OC)C=1SC=C(N1)CN1CCN(CC1)C1=NC(=NC(=C1)C(F)(F)F)N(C)C